ClC1=C2C(=CNC2=CC=C1OC)C=O 4-CHLORO-5-METHOXYINDOLE-3-CARBOXALDEHYDE